6-bromo-3,4-dihydro-2H-1-benzopyran-8-carbaldehyde BrC=1C=C(C2=C(CCCO2)C1)C=O